C1(CC1)C1=CC(=C(C=C1)I)OC 4-Cyclopropyl-1-iodo-2-methoxybenzene